C(CC(O)(C(=O)[O-])CC(=O)[O-])(=O)[O-].OCC[N+](C)(C)C.OCC[N+](C)(C)C.OCC[N+](C)(C)C choline citrate